3-(((4,4-bis((3,7-dimethyloct-6-en-1-yl)oxy)butanoyl)oxy)methyl)-5-(((((1-ethylpiperidin-3-yl)methoxy)carbonyl)oxy)methyl)benzyl (9Z,12Z)-octadeca-9,12-dienoate C(CCCCCCC\C=C/C\C=C/CCCCC)(=O)OCC1=CC(=CC(=C1)COC(=O)OCC1CN(CCC1)CC)COC(CCC(OCCC(CCC=C(C)C)C)OCCC(CCC=C(C)C)C)=O